FC1=C(C(=C(C(=C1[N+](=O)[O-])F)F)F)F 1,2,3,4,5-pentafluoro-6-nitrobenzene